S(=O)(=O)(OCC)OCCCCCCCCCCC ethyl undecyl sulfate